FC1=C(C=CC(=C1)SC(F)(F)F)C=C1CC2(CN(C2)C(=O)OC(C)(C)C)C1 tert-butyl 6-[[2-fluoro-4-(trifluoromethylsulfanyl) phenyl] methylene]-2-azaspiro[3.3]heptane-2-carboxylate